C1CCC2=CC(=CC=C12)S(=O)(=O)N dihydro-1H-indene-5-sulfonamide